Ethyl 3-((3-chloro-2-((4-methoxybenzyl)(methyl-d2)amino)pyridin-4-yl)sulfanyl)propanoate ClC=1C(=NC=CC1SCCC(=O)OCC)N(C([2H])[2H])CC1=CC=C(C=C1)OC